C(C1=CC=CC=C1)(=O)OC[C@H]1[C@@H](CC1)[C@@H](O)C1=C[C@](C1)(C)[C@@H](CS(N(CC1=CC=C(C=C1)OC)CC1=CC=C(C=C1)OC)(=O)=O)C ((1R,2R)-2-((R)-((R)-3-((S)-1-(N,N-bis(4-methoxybenzyl)sulfamoyl)propan-2-yl)-3-methylcyclobut-1-en-1-yl)(hydroxy)methyl)cyclobutyl)methyl benzoate